N[C@H]1CS(C2=C(N(C1=O)CC1=CC=C(C=C1)Cl)C=C(C=C2)C=2OC(=NN2)N2CC1(C2)CC(C1)(F)F)(=O)=O (3R)-3-amino-5-[(4-chlorophenyl)methyl]-7-[5-(6,6-difluoro-2-azaspiro[3.3]heptan-2-yl)-1,3,4-oxadiazol-2-yl]-1,1-dioxo-2,3-dihydro-1λ6,5-benzothiazepin-4-one